F[C@H]1C[C@@H](CNC1)NC1=CC=C(N=N1)C1=C(C=C(C=C1C)C(F)(F)F)O 2-(6-(((3S,5s)-5-fluoropiperidin-3-yl)amino)pyridazin-3-yl)-3-methyl-5-(trifluoromethyl)phenol